C1(=CC=CC=C1)N(C1=CC=C(C=C1)C=CC1=CC=NC=C1)C1=CC=CC=C1 N,N-diphenyl-4-(2-(pyridin-4-yl)vinyl)aniline